O=C([C@H](CC1=CC=CC=C1)NC(OCC1=CC=CC=C1)=O)N[C@H](CC1=CC=CC=C1)CCC1=NC=CC=N1 Benzyl ((S)-1-Oxo-3-phenyl-1-(((S)-1-phenyl-4-(pyrimidin-2-yl)-butan-2-yl)amino)propan-2-yl)carbamate